C(C=CC)C1C(=O)OCCCC1 2-(2-butenyl)-ε-caprolactone